tert-butyl (endo)-5-((7-chloro-8-fluoro-3-(5-methoxy-5-oxopent-1-yn-1-yl)-2-(methylthio)-1,6-naphthyridin-4-yl)amino)-2-azabicyclo[2.1.1]hexane-2-carboxylate ClC1=NC=C2C(=C(C(=NC2=C1F)SC)C#CCCC(=O)OC)NC1C2CN(C1C2)C(=O)OC(C)(C)C